t-Butyl (4-(thiazol-2-yl)thiophen-3-yl)carbamate S1C(=NC=C1)C=1C(=CSC1)NC(OC(C)(C)C)=O